(5S,7S)-7-fluoro-2-(4-fluorophenyl)-5-phenyl-2,5,6,7-tetrahydro-3H-pyrrolo[2,1-c][1,2,4]triazol-3-one F[C@H]1C[C@H](N2C1=NN(C2=O)C2=CC=C(C=C2)F)C2=CC=CC=C2